FC(C=1C(=NC=C(C1)N=C(C1=CC=CC=C1)C1=CC=CC=C1)C(=O)N(C)C)F 3-(difluoromethyl)-5-((diphenylmethylene)amino)-N,N-dimethylpicolinamide